FC1=CC=C(C=C1)N1N=CC2=CC(=C(C=C12)C)N1CCN(C2(CC2)C1)C(=O)[O-] 7-(1-(4-fluorophenyl)-6-methyl-1H-indazol-5-yl)-4,7-diazaspiro[2.5]octane-4-carboxylate